(2R)-1,1-Difluoro-2-{5-[1-methyl-3-(trifluoromethyl)-1H-pyrazol-4-yl]-1,2,4-oxadiazol-3-yl}-6-azaspiro[2.5]octan-6-sulfonamid FC1([C@H](C12CCN(CC2)S(=O)(=O)N)C2=NOC(=N2)C=2C(=NN(C2)C)C(F)(F)F)F